(2R,3S)-3-((9-isopropyl-6-(((S)-1-(1-methyl-1H-pyrazol-4-ylsulfonyl)-pyrrolidin-3-yl)amino)-9H-purin-2-yl)amino)pentan-2-ol C(C)(C)N1C2=NC(=NC(=C2N=C1)N[C@@H]1CN(CC1)S(=O)(=O)C=1C=NN(C1)C)N[C@H]([C@@H](C)O)CC